3-(6-(5-(naphthalen-2-ylsulfonyl)-2,5-diazabicyclo[2.2.1]heptan-2-yl)pyridin-3-yl)-5-(trifluoromethyl)-1,2,4-oxadiazole C1=C(C=CC2=CC=CC=C12)S(=O)(=O)N1C2CN(C(C1)C2)C2=CC=C(C=N2)C2=NOC(=N2)C(F)(F)F